N[C@H]1CN(C[C@@H]1O)C(=O)C=1NC2=C(C(=C(C=C2C1)Cl)F)F ((3S,4S)-3-Amino-4-hydroxypyrrolidin-1-yl)(5-chloro-6,7-difluoro-1H-indol-2-yl)methanone